O1C=NC=C1C1=C(CN2CCN(CC2)CC=2C=C3CN(C(C3=CC2)=O)C2C(NC(CC2)=O)=O)C=CC=C1 3-(5-((4-(2-(oxazol-5-yl)benzyl)piperazin-1-yl)methyl)-1-oxoisoindolin-2-yl)piperidine-2,6-dione